7-(3,4-dichlorobenzoyl)-2-(4-methoxyphenyl)-3-oxo-N-(pyridazin-4-ylmethyl)-6,8-dihydro-5H-imidazo[1,5-a]pyrazine-1-carboxamide ClC=1C=C(C(=O)N2CC=3N(CC2)C(N(C3C(=O)NCC3=CN=NC=C3)C3=CC=C(C=C3)OC)=O)C=CC1Cl